FC(=C(F)F)C1=CC=CC=C1 1,2,2-trifluoroethenylbenzene